O=C1N(/C(/SC1=CC1=CC=NC2=CC=CC=C12)=N/C1=CC=C(C=C1)S(=O)(=O)N)C1=CC=CC=C1 4-(((2Z)-4-oxo-3-phenyl-5-(quinoline-4-ylmethylene)thiazolidin-2-ylidene)amino)benzenesulphonamide